(1R,2R)-2-[({2-[4'-fluoro-2'-(4-methyl-1,2,4-triazol-3-yl)-[1,1'-biphenyl]-3-yl]-7-(trifluoromethyl)-1,3-benzoxazol-5-yl}methyl)amino]cyclobutan-1-ol FC1=CC(=C(C=C1)C1=CC(=CC=C1)C=1OC2=C(N1)C=C(C=C2C(F)(F)F)CN[C@H]2[C@@H](CC2)O)C2=NN=CN2C